COC(CCCCC(=O)C=1SC(=C(C1)Br)Br)=O 6-(4,5-dibromothiophen-2-yl)-6-oxohexanoic acid methyl ester